CC1=C2C(=C3CC[C@@H](NC3=C1)C)N=C(N2C2C1NCC2CC1)CC1=CC=CC=C1 methyl-(7S)-2-benzyl-3-(2-azabicyclo[2.2.1]heptan-7-yl)-7-methyl-3,7,8,9-tetrahydro-6H-imidazo[4,5-f]quinoline